Cl.FC1(C(C2=CC=CC(=C2C1)N1CCNCC1)=O)F 2,2-difluoro-4-(piperazin-1-yl)-2,3-dihydro-1H-inden-1-one hydrochloride